COC1=CC=C(CN(S(=O)(=O)C2=NN(C=C2C(=O)N(C)C)C(CO)(C)C)CC2=CC=C(C=C2)OC)C=C1 3-(N,N-bis(4-methoxybenzyl)sulfamoyl)-1-(1-hydroxy-2-methyl-propan-2-yl)-N,N-dimethyl-1H-pyrazole-4-carboxamide